4-(6-chloro-2-(((S)-1-(2,2-difluoroethyl)pyrrolidin-2-yl)methoxy)-8-fluoro-4-(piperazin-1-yl)quinazolin-7-yl)benzo[d]thiazol-2-amine ClC=1C=C2C(=NC(=NC2=C(C1C1=CC=CC2=C1N=C(S2)N)F)OC[C@H]2N(CCC2)CC(F)F)N2CCNCC2